FC1=C(C=CC(=C1)S(=O)(=O)C)C1(NC(=C(C(=N1)N(C1=NN(C(=C1)C)CC1=CC=C(C=C1)OC)CC1=CC=C(C=C1)OC)OC)C=1C=NN(C1)C)NC 2-(2-fluoro-4-(methylsulfonyl)phenyl)-5-methoxy-N4-(4-methoxybenzyl)-N4-(1-(4-methoxybenzyl)-5-methyl-1H-pyrazol-3-yl)-N2-methyl-6-(1-methyl-1H-pyrazol-4-yl)pyrimidine-2,4-diamine